2-(3-methylbutoxy)-acetic acid 2-propen-1-yl ester C(C=C)OC(COCCC(C)C)=O